COC=1C=CC(=C2C=C(N=CC12)C(=O)O)C1CCNCC1 8-methoxy-5-(piperidin-4-yl)isoquinoline-3-carboxylic acid